OC=1C=C2CC[C@H](CC2=CC1)C1=C(C=C(C=C1)OC)NC(C)=O (R)-N-(2-(6-hydroxy-1,2,3,4-tetrahydronaphthalen-2-yl)-5-methoxyphenyl)acetamide